CN1N=C2C=CC(=CC2=C1C(=O)N[C@@H](C(=O)N)C)OCC1=NC=CC=C1 (2R)-2-({2-methyl-5-[(pyridin-2-yl)methoxy]-2H-indazol-3-yl}formamido)propanamide